O[C@@H]1[C@H](CCCC1)NC(=O)C=1C=CC(=C(NCC=2C=CC(=NC2)NC(=O)N2CCOCC2)C1)C N-{5-[(5-{[(1S,2S)-2-hydroxycyclohexyl]carbamoyl}-2-methylanilino)methyl]pyridin-2-yl}morpholine-4-carboxamide